5-Pentacosenylresorcinol C(=CCCCCCCCCCCCCCCCCCCCCCCC)C=1C=C(C=C(O)C1)O